(R)-2-amino-5-bromo-N-(1-(naphthalen-1-yl)ethyl)isonicotinamide NC=1C=C(C(=O)N[C@H](C)C2=CC=CC3=CC=CC=C23)C(=CN1)Br